2-(chloromethoxy)ethyl-(trimethyl)silane ClCOCC[Si](C)(C)C